(S)-1-(5-fluoro-4-((1-(5-(3-fluorophenyl)-4,5-dihydro-1H-pyrazole-1-carbonyl)azetidin-3-yl)oxy)pyridin-2-yl)-3,5-dimethyl-1H-pyrazole-4-carboxylic acid FC=1C(=CC(=NC1)N1N=C(C(=C1C)C(=O)O)C)OC1CN(C1)C(=O)N1N=CC[C@H]1C1=CC(=CC=C1)F